CN(C=1C=C(C=2C(C3=CC(=CC=C3N(C2C1)C1=CC=CC=C1)N(C)C)C1=C(C=C(C=C1C)C)C)OC)C 3,7-bis(dimethylamino)-9-mesityl-1-methoxy-10-phenylacridine